C(CCC)C1(CCC(CC1)CCCCCCC(C)C)CCCC di(n-butyl)isononyl-cyclohexane